3,6-difluoro-4,5-bis[4-(phenoxycarbonyl)phenoxy]phthalonitrile FC1=C(C(C#N)=C(C(=C1OC1=CC=C(C=C1)C(=O)OC1=CC=CC=C1)OC1=CC=C(C=C1)C(=O)OC1=CC=CC=C1)F)C#N